C(C)(C)(C)C=1C=C(C=C(C1)C1=C(C=C(C=C1)C=O)OC)C1=C(C=C(C=C1)C=O)OC 5'-(tert-butyl)-2,2''-dimethoxy-[1,1':3',1''-terphenyl]-4,4''-dicarboxaldehyde